CC1CN=C(O1)C1=CC=CC=C1 5-methyl-2-phenyl-4,5-dihydrooxazole